NCCNC(=O)C1=C(NC(=C1C)\C=C\1/C(NC2=CC=C(C=C12)F)=O)C N-(2-aminoethyl)-5-[{(3Z)-5-fluoro-2-oxo-2,3-dihydro-1H-indol-3-ylidene}methyl]-2,4-dimethyl-1H-pyrrole-3-carboxamide